IC1=C(C(=O)NC2=CC=C(C=C2)C(C)(C)C)C=CC=C1 2-iodo-N-(p-tert-butylphenyl)benzamide